ClC1=NC(=NC(=N1)N(C(C)(CC(C)(C)C)C)C1CC(NC(C1)(C)C)(C)C)N(C(C)(CC(C)(C)C)C)C1CC(NC(C1)(C)C)(C)C 6-chloro-N2,N4-bis(2,2,6,6-tetramethylpiperidin-4-yl)-N2,N4-bis(2,4,4-trimethylpentane-2-yl)-1,3,5-triazine-2,4-diamine